C(CCC)NC1=CC=C(C(=C1)C1=CC=CC=C1)C(=O)NC=1SC(=C(N1)C)[N+](=O)[O-] 5-(Butylamino)-N-(4-methyl-5-nitrothiazol-2-yl)-[1,1'-biphenyl]-2-carboxamide